C(C1=CC=CC=C1)OC(NC1=C(C=NN1C)C1=CC=C(C=C1)NS(=O)(=O)C)=O (1-methyl-4-(4-(methylsulfonylamino)phenyl)-1H-pyrazol-5-yl)carbamic acid benzyl ester